3-Hydroxynaphthalin OC=1C=CC2=CC=CC=C2C1